3-bromo-1-methyl-1H-pyrazolo[3,4-d]pyrimidin-6-amine BrC1=NN(C2=NC(=NC=C21)N)C